N-(((2R,3S)-1-cyclopropyl-4-(2-(6-(difluoromethyl)imidazo[1,2-a]pyridin-3-yl)pyrimidin-4-yl)-3-methylpiperazin-2-yl)methyl)methanesulfonamide C1(CC1)N1[C@@H]([C@@H](N(CC1)C1=NC(=NC=C1)C1=CN=C2N1C=C(C=C2)C(F)F)C)CNS(=O)(=O)C